tert-butyl (3-{4-[4-(trifluoromethoxy)phenyl]-1H-1,2,3-triazol-1-yl}bicyclo[1.1.1]pentan-1-yl)carbamate FC(OC1=CC=C(C=C1)C=1N=NN(C1)C12CC(C1)(C2)NC(OC(C)(C)C)=O)(F)F